[(2S)-azetidin-2-yl]-[4-[5-(trifluoromethyl)pyrimidin-2-yl]piperazin-1-yl]methanone N1[C@@H](CC1)C(=O)N1CCN(CC1)C1=NC=C(C=N1)C(F)(F)F